ClC1=C(C(=CC=C1)Cl)C1CC(C(C(C1)=O)=CNCCN(C)C)=O 5-(2,6-dichlorophenyl)-2-(((2-(dimethylamino)ethyl)amino)methylene)cyclohexane-1,3-dione